[Zn].[Pb].[Si] Silicon-lead-zinc